C(C)N1C=NC(=C1)C1=NC2=NC=CC(=C2C=C1)C1=CN=C2N1N=C(C(=C2)C2=CC=C(C=C2)CN2CCCC2)C (1-Ethyl-1H-imidazol-4-yl)-5-(6-methyl-7-(4-(pyrrolidin-1-ylmethyl)phenyl)imidazo[1,2-b]pyridazin-3-yl)-1,8-naphthyridine